alpha-Ketoglutaric Acid O=C(C(=O)O)CCC(=O)O